2-Di-n-butylamino-4,6-dimercapto-S-triazin C(CCC)N(C1=NC(=NC(=N1)S)S)CCCC